N-(vinylbenzyl)-2-aminopropyltrimethoxysilane C(=C)C(C1=CC=CC=C1)NC(C[Si](OC)(OC)OC)C